benzyl ((1r,4r)-4-(aminomethyl)cyclohexyl)carbamate C1CC(CCC1CN)NC(=O)OCC2=CC=CC=C2